C(=C\C)/C1=CC=C(C=C1)OC trans-4-propenyl-anisole